methyl 2-(4-((2-(3-(1-(4-amino-4-oxobutanoyl)piperidin-4-yl)-5'-fluoro-1'-methyl-1H,1'H-[4,6'-biindazol]-1-yl)acetamido)methyl)-1H-1,2,3-triazol-1-yl)acetate NC(CCC(=O)N1CCC(CC1)C1=NN(C=2C=CC=C(C12)C1=C(C=C2C=NN(C2=C1)C)F)CC(=O)NCC=1N=NN(C1)CC(=O)OC)=O